2-(bromomethyl)-6-(3-(cyclopropylmethoxy)-4-(difluoromethoxy)phenyl)pyrazine BrCC1=NC(=CN=C1)C1=CC(=C(C=C1)OC(F)F)OCC1CC1